C(#N)C1=C(C=CC(=C1)C(F)(F)F)N1CCC(CC1)(C(=O)O)C=1C=NC(=CC1)C1=C(C=CC=C1)OCC 1-[2-cyano-4-(trifluoromethyl)phenyl]-4-[6-(2-ethoxyphenyl)pyridin-3-yl]piperidine-4-carboxylic acid